NC1=CC=C(C=N1)C(CBr)=O 1-(6-amino-3-pyridyl)-2-bromo-ethanone